C1(=NC=CC=C1)C=1NC2=CC=CC=C2C1C1C(C2=CC=CC=C2C=C1)O 2-(aza-2-phenylindolyl)dihydronaphthalen-1-ol